tetrakis(4-hydroxyphenyl)-1,4-dimethylbenzene OC1=CC=C(C=C1)C1=C(C(=C(C(=C1C)C1=CC=C(C=C1)O)C1=CC=C(C=C1)O)C)C1=CC=C(C=C1)O